(3-(4-chloro-3-cyclopropyl-1H-pyrrolo[2,3-b]pyridin-5-yl)phenyl)-2,4-dioxo-1,3,7-triazaspiro[4.4]nonane-7-carboxylic acid tert-butyl ester C(C)(C)(C)OC(=O)N1CC2(C(NC(N2C2=CC(=CC=C2)C=2C(=C3C(=NC2)NC=C3C3CC3)Cl)=O)=O)CC1